FC1=C2C(=CN=C1C1CCN(CC1)CC1(COC1)C)NC(=C2C(C)C)C=2C=C(C=1N(C2)N=CN1)C 6-(4-fluoro-3-isopropyl-5-(1-((3-methyloxetan-3-yl)methyl)piperidin-4-yl)-1H-pyrrolo[2,3-c]pyridin-2-yl)-8-methyl-[1,2,4]triazolo[1,5-a]pyridine